6-{[5-(3,4-difluorophenyl)pyridin-3-yl]oxy}-4-(piperidin-4-yloxy)-pyridine-2-carbonitrile FC=1C=C(C=CC1F)C=1C=C(C=NC1)OC1=CC(=CC(=N1)C#N)OC1CCNCC1